(R)-4-(7-fluoroimidazo[1,2-a]pyridin-3-yl)-7-((5-(4-methyl-1-oxa-4,8-diazaspiro[5.5]undecan-8-yl)pyridin-2-yl)amino)isoindolin-1-one FC1=CC=2N(C=C1)C(=CN2)C2=C1CNC(C1=C(C=C2)NC2=NC=C(C=C2)N2C[C@]1(CN(CCO1)C)CCC2)=O